ethyl 2-(1,3-dimethyl-2,6-dioxo-8-(trifluoromethyl)-2,3-dihydro-1H-purin-7(6H)-yl)acetate CN1C(N(C=2N=C(N(C2C1=O)CC(=O)OCC)C(F)(F)F)C)=O